tetraazacycloheptadecine-13-carboxylic acid N1N=NN=CC=CC=CC=CC=C(C=CC=C1)C(=O)O